3-(2-(4-(2-acetyl-5-chlorophenyl)-5-methoxy-2-oxopyridin-1(2H)-yl)-3-phenylpropionylamino)benzyl-carbamic acid tert-butyl ester C(C)(C)(C)OC(NCC1=CC(=CC=C1)NC(C(CC1=CC=CC=C1)N1C(C=C(C(=C1)OC)C1=C(C=CC(=C1)Cl)C(C)=O)=O)=O)=O